[N+](=O)([O-])C1=CC=C(C=C1)N1CC(C1)CN1CC2C(C1)CN(C2)C(=O)OC(C)(C)C tert-butyl 5-((1-(4-nitrophenyl)azetidin-3-yl)methyl)hexahydropyrrolo[3,4-c]pyrrole-2(1H)-carboxylate